COC=1C(=NC=CC1C1=NC=CC=N1)NC1=CC(=NC=C1C(CC([2H])([2H])[2H])=O)NC(=O)C1CC1 N-(4-((3-methoxy-4-(pyrimidin-2-yl)pyridin-2-yl)amino)-5-(propionyl-3,3,3-d3)pyridin-2-yl)cyclopropylcarboxamide